N-[2-[3-chloro-2-(2-fluoro-5-methoxy-benzoyl)-4-iodo-anilino]-1-methyl-2-oxo-ethyl]carbamic acid tert-butyl ester C(C)(C)(C)OC(NC(C(=O)NC1=C(C(=C(C=C1)I)Cl)C(C1=C(C=CC(=C1)OC)F)=O)C)=O